C(C1=CC=CC=C1)OC1=CC(=C(C=C1)NC=1C=C(C=CC1)NC(CCC1CCCCC1)=O)S(=O)(=O)C N-(3-{[4-(benzyloxy)-2-methylsulfonylphenyl]amino}phenyl)-3-cyclohexylpropanamide